CCC(CC)N1N=CC(=C1)C=1C=2N(C=C(N1)C=1C=NN(C1)[C@@H]([C@H](CO)O)C)N=CC2 (2R,3R)-3-(4-(4-(1-(pentan-3-yl)-1H-pyrazol-4-yl)pyrazolo[1,5-a]pyrazin-6-yl)-1H-pyrazol-1-yl)butane-1,2-diol